(1r,5s)-9-(6-((2-amino-3-chloropyridin-4-yl)thio)pyrido[2,3-b]pyrazin-2-yl)-9-azabicyclo[3.3.1]nonan-3-amine NC1=NC=CC(=C1Cl)SC=1C=CC=2C(=NC=C(N2)N2[C@H]3CC(C[C@@H]2CCC3)N)N1